fluoro-4,5,6-trimethyl-2-(methylthio)-4,5,6,7-tetrahydro-[1,5]oxazocino[4,3,2-de]quinazoline FC1(N(C2=NC(=NC=3C=CC=C(C23)OCC1C)SC)C)C